FC1(CC(C1)N1N=C(C=CC1=O)NC(C1=C(C=C(C=C1F)NS(=O)(=O)CCO)N1C[C@H]2C[C@]2(CC1)C(F)F)=O)F N-(1-(3,3-difluorocyclobutyl)-6-oxo-1,6-dihydropyridazin-3-yl)-2-((1S,6R)-6-(difluoromethyl)-3-azabicyclo[4.1.0]heptan-3-yl)-6-fluoro-4-((2-hydroxyethyl)sulfonamido)benzamide